(R)-4-methoxy-6-(1-(piperidin-3-yl)-1H-pyrazol-4-yl)pyrazolo[1,5-a]pyridine-3-carbonitrile COC=1C=2N(C=C(C1)C=1C=NN(C1)[C@H]1CNCCC1)N=CC2C#N